(R)-N-(5-((6-(3-(3',5'-difluoro-[1,1'-biphenyl]-3-yl)isoxazolidin-2-yl)pyrimidin-4-yl)amino)-2-((2-(dimethylamino)ethyl)(methyl)amino)-4-methoxyphenyl)acrylamide FC=1C=C(C=C(C1)F)C1=CC(=CC=C1)[C@@H]1N(OCC1)C1=CC(=NC=N1)NC=1C(=CC(=C(C1)NC(C=C)=O)N(C)CCN(C)C)OC